CC1(OC(C2=C(O1)C=CC(=C2)N=NC2=CC=C(C=C2)[N+](=O)[O-])=O)C 2,2-dimethyl-6-((4-nitrophenyl)diazenyl)-4H-benzo[d][1,3]dioxin-4-one